4-(6-((3aR,5s,6aS)-5-amino-5-methylhexahydrocyclopenta[c]pyrrol-2(1H)-yl)pyridin-3-yl)-6-(1-methyl-1H-pyrazol-3-yl)pyrazolo[1,5-a]pyridine-3-carbonitrile NC1(C[C@@H]2[C@@H](CN(C2)C2=CC=C(C=N2)C=2C=3N(C=C(C2)C2=NN(C=C2)C)N=CC3C#N)C1)C